copper octadecanedioic acid C(CCCCCCCCCCCCCCCCC(=O)O)(=O)O.[Cu]